(2R,5R)-4-(3-Fluoropyridin-4-yl)-N-((R)-1-(3-methoxyphenyl)ethyl)-2,5-dimethylpiperazine-1-carboxamide FC=1C=NC=CC1N1C[C@H](N(C[C@H]1C)C(=O)N[C@H](C)C1=CC(=CC=C1)OC)C